F[C@@H]1CN(C[C@@H]1F)C(=O)[C@H]1C[C@H](CC=2N1C(N(N2)CC=2C=NC(=CC2)C(F)(F)F)=O)C |&1:9,11| (5RS,7RS)-5-{[(3R,4S)-3,4-Difluoropyrrolidin-1-yl]carbonyl}-7-methyl-2-{[6-(trifluoromethyl)pyridin-3-yl]methyl}-5,6,7,8-tetrahydro[1,2,4]triazolo[4,3-a]pyridin-3(2H)-one